C(N)(OC1CC(N(CC1)CCN1N=CC(=C1)C1=CC(=C(C=C1)C)S(=O)(=O)N1CCOCC1)C(C)(C)C)=O (tert-butyl 1-(2-(4-(4-methyl-3-(morpholinosulfonyl) phenyl)-1H-pyrazol-1-yl) ethyl) piperidin-4-yl) carbamate